OC=C1C(CC2=C(C(=C(O2)C(=O)OCC)C(F)(F)F)C1=O)(C)C.[N].[Sc] scandium nitrogen ethyl 5-(hydroxymethylene)-6,6-dimethyl-4-oxo-3-(trifluoromethyl)-4,5,6,7-tetrahydro-1-benzofuran-2-carboxylate